O1COC2=C1C=CC(=C2)CC2(NC(=NC(=C2)C2=CC(=CC=C2)N(C)C)N)N 4-(benzo[d][1,3]dioxol-5-ylmethyl)-6-(3-dimethylaminophenyl)pyrimidine-2,4-diamine